N,2'-dimethyl-4-((3-methyl-2-oxo-4-thioxo-1,2,3,4-tetrahydroquinazolin-7-yl)methyl)-3,6-dihydro-2H-[1,3'-bipyridine]-6'-carboxamide CNC(=O)C1=CC=C(C(=N1)C)N1CCC(=CC1)CC1=CC=C2C(N(C(NC2=C1)=O)C)=S